allyl (6aS)-3-(benzyloxy)-6-hydroxy-2-methoxy-8-(4-methoxyphenyl)-12-oxo-6,6a,9,10-tetrahydrobenzo[e]pyrido[1,2-a][1,4]-diazepine-5(12H)-carboxylate C(C1=CC=CC=C1)OC=1C(=CC2=C(N(C([C@H]3N(C2=O)CCC(=C3)C3=CC=C(C=C3)OC)O)C(=O)OCC=C)C1)OC